C1=CC=CC=2C3=CC=CC=C3C(C12)COC(=O)N[C@H](C(=O)O)CC(F)(F)F (2S)-2-(9H-fluoren-9-ylmethoxycarbonylamino)-4,4,4-trifluoro-butanoic acid